C(C)(C)(C)OC(=O)NC1(CC2=CC(=CC=C2CC1)OC1=CC=C(C=C1)[N+](=O)[O-])C(=O)OC methyl 2-((tert-butoxycarbonyl) amino)-7-(4-nitrophenoxy)-1,2,3,4-tetrahydronaphthalene-2-carboxylate